4-(4-cyclopropyl-2-(2,4-difluorophenoxy)-5-(ethylsulfonylamino)phenyl)-2,6-lutidine 1-oxide C1(CC1)C1=CC(=C(C=C1NS(=O)(=O)CC)C=1C=C([N+](=C(C1)C)[O-])C)OC1=C(C=C(C=C1)F)F